4-(trisFluoromethyl)pyridineamide FC(C1=CC(=NC=C1)C(=O)N)(F)F